2-[[5-[4-Chloro-3-(trifluoromethyl)phenyl]-2-furanyl]methylene]benzo[b]thiophen-3(2H)-one ClC1=C(C=C(C=C1)C1=CC=C(O1)C=C1C(C2=C(S1)C=CC=C2)=O)C(F)(F)F